ClC1=CC=NC2=CC=C(C=C12)C1=C(C=C(C=C1)CN1CCC(CC1)(F)F)F 4-chloro-6-(4-((4,4-difluoropiperidin-1-yl)methyl)-2-fluorophenyl)quinoline